6-(3-(2-hydroxybutyl)ureido)-2-methylquinoline-4-carboxamide OC(CNC(NC=1C=C2C(=CC(=NC2=CC1)C)C(=O)N)=O)CC